O1C(CC1)C1=C(C=C(C(=O)O)C=C1)S(NC1=C(C=CC(=C1)C(F)(F)F)N1CCCCC1)(=O)=O 4-(oxetan-2-yl)-3-(N-(2-(piperidin-1-yl)-5-(trifluoromethyl)phenyl)sulfamoyl)benzoic acid